5,5'-diallyl-3,3'-dimethoxy-2,2'-biphenol C(C=C)C1=CC(=C(C(=C1)O)C=1C(=CC(=CC1OC)CC=C)O)OC